N-Benzyl-1-(1-((5-chloro-1-methyl-3-(5-methylisoxazol-3-yl)-1H-pyrazol-4-yl)methyl)pyrrolidin-3-yl)methanamine C(C1=CC=CC=C1)NCC1CN(CC1)CC=1C(=NN(C1Cl)C)C1=NOC(=C1)C